7-Oxa-3,20-diazadispiro[5.1.11.2]heneicosan C1CNCCC12OC1(CCCCCCCCCCC1)NC2